3,4-dihydroxyhexyl-tri-n-butyl-ammonium chloride [Cl-].OC(CC[N+](CCCC)(CCCC)CCCC)C(CC)O